1-methyl-4-(2,2,3-trimethylcyclopentyl)-2-oxabicyclo[2.2.2]octane CC12OCC(CC1)(CC2)C2C(C(CC2)C)(C)C